C(C)(C)(C)[Si](OCC=1SC=C(N1)C(F)(F)F)(C)C tert-butyl-dimethyl-[[4-(trifluoromethyl)thiazol-2-yl]methoxy]silane